6-(propan-2-yl)-2-(tetrahydro-2H-pyran-4-ylmethyl)-6,7-dihydro-4H-pyrazolo[1,5-a]pyrrolo[3,4-d]pyrimidine CC(C)N1C=C2NC=3N(C=C2C1)N=C(C3)CC3CCOCC3